Methyl (1S,4aS,10aR)-6-(benzyloxy)-1,4a-dimethyl-1,2,3,4,4a,9,10,10a-octahydrophenanthrene-1-carboxylate C(C1=CC=CC=C1)OC=1C=C2[C@]3(CCC[C@@]([C@@H]3CCC2=CC1)(C(=O)OC)C)C